2-(6-(((1R,3s,5S)-8-azabicyclo[3.2.1]octan-3-yl)(methyl)amino)pyridazin-3-yl)-5-(4-amino-1H-pyrazol-1-yl)phenol [C@H]12CC(C[C@H](CC1)N2)N(C2=CC=C(N=N2)C2=C(C=C(C=C2)N2N=CC(=C2)N)O)C